2-(2-Fluorobenzylidene)hydrazinecarboximidamide FC1=C(C=NNC(N)=N)C=CC=C1